FC1=C(C=C(C(=C1)N1C[C@H](N([C@H](C1)C)C)C)NC(=O)C1=CN(C(C=C1C(F)(F)F)=O)C)C=1N=C(SC1)C(=O)NC 4-[2-fluoro-5-[[1-methyl-6-oxo-4-(trifluoromethyl)pyridine-3-carbonyl]amino]-4-[(3R,5S)-3,4,5-trimethylpiperazin-1-yl]phenyl]-N-methyl-1,3-thiazole-2-carboxamide